5-((2,3-dichlorophenyl)thio)-N2-methyl-N2-(piperidin-3-yl)pyrazine-2,6-diamine ClC1=C(C=CC=C1Cl)SC=1N=CC(=NC1N)N(C1CNCCC1)C